O-methyl-N-(5-((2-(4-methyl-1H-pyrazol-1-yl)pyridin-4-yl)methoxy)pyridazin-3-yl)hydroxylamine CONC=1N=NC=C(C1)OCC1=CC(=NC=C1)N1N=CC(=C1)C